C1(=CC=CC=C1)C=1N=CC(=NC1C1=CC=CC=C1)N1CC([C@H](CC1)OCC(=O)O)(C)C (S)-2-((1-(5,6-diphenylpyrazin-2-yl)-3,3-dimethylpiperidin-4-yl)oxy)acetic acid